lithium triflate salt [O-]S(=O)(=O)C(F)(F)F.[Li+]